BrC=1C=CC2=C(CC(O2)CO[Si](C)(C)C(C)(C)C)C1 (5-bromo-2,3-dihydrobenzofuran-2-yl)methoxy-tert-butyl-dimethyl-silane